N-[3-(2-aminoquinazolin-6-yl)-2-methylphenyl]-5-chloro-2-methoxypyridine-3-sulfonamide NC1=NC2=CC=C(C=C2C=N1)C=1C(=C(C=CC1)NS(=O)(=O)C=1C(=NC=C(C1)Cl)OC)C